N1C=NC=C2C1=NC1=CN=CNC1=N2 1,6-dihydropyrimido[4,5-g]pteridine